4-((1-butyl-3-(4-(4-(4-(3-((2-(2,6-dioxopiperidin-3-yl)-1,3-dioxoisoindolin-5-yl)amino)propyl)-1H-1,2,3-triazol-1-yl)butoxy)phenyl)ureido)methyl)-N-hydroxybenzamide C(CCC)N(C(=O)NC1=CC=C(C=C1)OCCCCN1N=NC(=C1)CCCNC=1C=C2C(N(C(C2=CC1)=O)C1C(NC(CC1)=O)=O)=O)CC1=CC=C(C(=O)NO)C=C1